N(=[N+]=[N-])C(C#CC1=CC=CC=C1)(CN=[N+]=[N-])C (3,4-Diazido-3-methylbut-1-yn-1-yl)benzene